methyl 2-benzyl-7-methylene-2-azaspiro[4.5]decane-1-carboxylate C(C1=CC=CC=C1)N1C(C2(CC1)CC(CCC2)=C)C(=O)OC